tri-pentyl-aluminum C(CCCC)[Al](CCCCC)CCCCC